FC(C(=O)NC1=C(C(=O)N)C=CC=C1)(CC1=CC=CC=C1)F 2-[(2,2-difluoro-3-phenyl-propanoyl)amino]benzamide